C(C)S(=O)(=O)[O-].C(C)S(=O)(=O)O.[Na+] sodium ethanesulfonate (ethanesulfonate)